2-(4-(difluoromethoxy)-3-fluorophenyl)-6-(r-isobutyl-[1,4'-bipiperidin]-4-yl)-4-methyl-1H-benzo[d]imidazole tris(2,2,2-trifluoroacetate) FC(C(=O)O)(F)F.FC(C(=O)O)(F)F.FC(C(=O)O)(F)F.FC(OC1=C(C=C(C=C1)C1=NC2=C(N1)C=C(C=C2C)C2C[C@H](N(CC2)C2CCNCC2)CC(C)C)F)F